ClC1=C(C=C(C=C1CO)Cl)S(=O)(=O)NC1=C(C(=C(C=C1)F)C#CC=1C=NC(=NC1)N[C@@H](CO)C)F 2,5-Dichloro-N-(2,4-difluoro-3-((2-(((2R)-1-hydroxypropan-2-yl)amino)pyrimidin-5-yl)ethynyl)phenyl)-3-(hydroxymethyl)benzenesulfonamide